3-bromo-2-oxopropanoic acid BrCC(C(=O)O)=O